C(C)(C)C1=CC=C(/C=C/C2=C(C(=NN2C2=CC=CC=C2)C2=CC=CC=C2)C(=O)OCC)C=C1 (E)-ethyl 5-(4-isopropylstyryl)-1,3-diphenyl-1H-pyrazole-4-carboxylate